(3S)-3-(5-{[(3S,4S)-1-{[8-fluoro-3-(morpholin-4-yl)quinolin-6-yl]methyl}-4-[(trifluoromethoxy)methyl]pyrrolidin-3-yl]oxy}-1-oxo-2,3-dihydro-1H-isoindol-2-yl)piperidine-2,6-dione FC=1C=C(C=C2C=C(C=NC12)N1CCOCC1)CN1C[C@H]([C@@H](C1)COC(F)(F)F)OC=1C=C2CN(C(C2=CC1)=O)[C@@H]1C(NC(CC1)=O)=O